COC(=O)[C@@H]1O[C@]([C@H]([C@H]1C1=C(C(=C(C=C1)F)F)OC)C)(C(F)(F)F)C (2R,3S,4S,5R)-3-(3,4-difluoro-2-methoxyphenyl)-4,5-dimethyl-5-(trifluoromethyl)tetrahydrofuran-2-carboxylic acid methyl ester